[C@@H]1([C@H](O)[C@H](O)[C@@H](O)[C@@H](O1)C)O[C@H]1[C@@H](O[C@H]([C@@H]([C@H]1O)O)C)O[C@@H](CC(=O)O[C@@H](CC(=O)[O-])CCCCCCC)CCCCCCC (R)-3-{(R)-3-[2-O-(α-L-rhamnopyranosyl)-α-L-rhamnopyranosyl]oxydecanoyl}oxydecanoate